1,4-di-(hydroxyethyl)-hydroquinone OCCC1(O)C=CC(O)(C=C1)CCO